N-{3-[(1H-imidazol-1-yl)methyl]phenyl}-5H,6H,7H,8H-pyrido[3,4-d]pyrimidin-2-amine N1(C=NC=C1)CC=1C=C(C=CC1)NC=1N=CC2=C(N1)CNCC2